S(=O)([O-])[C@@](C=O)(O)[C@@H](O)[C@H](O)[C@H](O)CO 2-Sulfinato-glucose